(1R)-N-(1-cyanocyclopropyl)-1-methyl-4-[(1-methylpyrazol-4-yl)methyl]-5-oxo-1H,2H-imidazo[1,2-a]quinazoline-7-sulfonamide C(#N)C1(CC1)NS(=O)(=O)C=1C=C2C(N(C=3N(C2=CC1)[C@@H](CN3)C)CC=3C=NN(C3)C)=O